FC1=C(C=C(C=C1C)C1=C(C=CC=C1OCCCC=C)C)[C@H](CC(=O)OCC)NC([C@@H](CC=C)OS(=O)(=O)C)=O Ethyl (S)-3-(4-fluoro-2',5-dimethyl-6'-(pent-4-en-1-yloxy)-[1,1'-biphenyl]-3-yl)-3-((R)-2-((methylsulfonyl)oxy)pent-4-enamido)propanoate